N-(4-(4-amino-5-(quinolin-3-yl)-6-((triethylsilyl)ethynyl)-7H-pyrrolo[2,3-d]pyrimidin-7-yl)bicyclo[2.2.1]heptan-1-yl)-5-methylpyrazine-2-carboxamide NC=1C2=C(N=CN1)N(C(=C2C=2C=NC1=CC=CC=C1C2)C#C[Si](CC)(CC)CC)C21CCC(CC2)(C1)NC(=O)C1=NC=C(N=C1)C